C(C)N1C(C(=CC=C1)CC(=O)N1C(CC(C1)F)C(=O)NC(C1=CC=CC=C1)C1=NC(=C(C=C1)C(C)C)F)=O 1-[2-(1-ethyl-2-oxo-1,2-dihydropyridin-3-yl)acetyl]-4-fluoro-N-{[6-fluoro-5-(propan-2-yl)pyridin-2-yl](phenyl)methyl}pyrrolidine-2-carboxamide